(benzenesulfonyloxy)-4-methoxyphenylacetonitrile C1(=CC=CC=C1)S(=O)(=O)OC(C#N)C1=CC=C(C=C1)OC